(2S)-2-(3-(2-((3,3-difluoroazetidin-1-yl)methyl)pyridin-4-yl)-4,4-difluoropiperidin-1-yl)-N-(5-(2,4-difluorophenoxy)pyridin-2-yl)propionamide FC1(CN(C1)CC1=NC=CC(=C1)C1CN(CCC1(F)F)[C@H](C(=O)NC1=NC=C(C=C1)OC1=C(C=C(C=C1)F)F)C)F